FC(CC(=O)OC(F)(F)F)(F)F Trifluoromethyl 3,3,3-trifluoropropanoate